OC1[C@H](N)[C@@H](O)[C@H](O)[C@H](O1)CO.[Ca] calcium glucosamine salt